3-(4-chlorophenyl)-3-((1-(hydroxymethyl)cyclopropyl)methoxy)-6-(2-hydroxyprop-2-yl)-2-(4-((triisopropylsilyl)ethynyl)benzyl)isoindolin-1-one ClC1=CC=C(C=C1)C1(N(C(C2=CC(=CC=C12)C(C)(C)O)=O)CC1=CC=C(C=C1)C#C[Si](C(C)C)(C(C)C)C(C)C)OCC1(CC1)CO